3-(6-(2,3-Dihydro-4H-pyrido[4,3-b][1,4]oxazin-4-yl)-1-methyl-1H-pyrazolo[4,3-c]pyridin-3-yl)-2,6-difluoro-5-(trifluoromethyl)phenol TFA salt OC(=O)C(F)(F)F.O1C2=C(N(CC1)C1=CC3=C(C=N1)C(=NN3C)C=3C(=C(C(=C(C3)C(F)(F)F)F)O)F)C=NC=C2